FC(C(Cl)(Cl)Cl)(F)Cl 1,1-difluorotetrachloroethane